N-(2-fluoro-2-methylpropyl)-5-(3-(2-fluoroethyl)-2-methyl-3H-imidazo[4,5-b]pyridin-5-yl)pyrrolo[2,1-f][1,2,4]triazin-2-amine FC(CNC1=NN2C(C=N1)=C(C=C2)C2=CC=C1C(=N2)N(C(=N1)C)CCF)(C)C